N-({4-chloro-1H,3H-furo[3,4-c]quinolin-7-yl}methyl)-2-cyclopropyl-N-[2-(difluoromethoxy)pyridin-3-yl]pyrimidine-5-carboxamide ClC1=NC=2C=C(C=CC2C2=C1COC2)CN(C(=O)C=2C=NC(=NC2)C2CC2)C=2C(=NC=CC2)OC(F)F